COC=1N=CC2=CC=C(C=C2C1)C1=CN=C(N1)[C@H](CCCCCC(CC)=O)NC(=O)[C@H]1CC12CCN(CC2)C (S)-N-((S)-1-(5-(3-Methoxyisochinolin-6-yl)-1H-imidazol-2-yl)-7-oxononyl)-6-methyl-6-azaspiro[2.5]octan-1-carboxamid